tetramethyl-2-{3,5-bis(quinoline-3-yl)phenyl}-1,3,2-dioxaborolane CC1(C(OB(O1)C1=CC(=CC(=C1)C=1C=NC2=CC=CC=C2C1)C=1C=NC2=CC=CC=C2C1)(C)C)C